Ethyl 2-(3-(2-(2-fluoro-5-((6-fluoro-4-methyl-1H-indol-5-yl)oxy)phenyl)-1H-imidazol-5-yl)-3-methyl-2,3-dihydrobenzofuran-7-yl)acetate FC1=C(C=C(C=C1)OC=1C(=C2C=CNC2=CC1F)C)C=1NC(=CN1)C1(COC2=C1C=CC=C2CC(=O)OCC)C